C(CCCCCCCCCCCCCCC(C)C)(=O)OCCCCCCCCCCCCCCCCCCO hydroxystearyl isostearate